1-(6-chloro-2-fluoro-3-pyridinyl)ethanone ClC1=CC=C(C(=N1)F)C(C)=O